methyl 2-(8-(4-cyano-2-fluorophenyl)-6,9-dioxo-5-(4-(trifluoromethyl)benzyl)-2,5,8-triazaspiro[3.5]nonan-2-yl)-6-(methylamino)-benzoate C(#N)C1=CC(=C(C=C1)N1CC(N(C2(CN(C2)C2=C(C(=O)OC)C(=CC=C2)NC)C1=O)CC1=CC=C(C=C1)C(F)(F)F)=O)F